FC=1C(=CC=2C3=C(NC(C2C1)=O)COC[C@@]3([2H])N[C@H](C)C3=CC=C(C=C3)OC)F (S)-8,9-Difluoro-1-(((R)-1-(4-methoxyphenyl)ethyl)amino)-1,5-dihydro-2H-pyrano[3,4-c]isoquinolin-6(4H)-one-1-d